tert-butyl-(3S,4S)-3-amino-4-fluoro-piperidine-1-carboxylate C(C)(C)(C)OC(=O)N1C[C@@H]([C@H](CC1)F)N